1,2,3,4-tetrahydroisoquinoline-4-carboxamide C1NCC(C2=CC=CC=C12)C(=O)N